C(C)[C@H]1[C@](C1)(C(N[C@@H](C[C@H]1C(NCC1)=O)C(COC(F)(F)F)=O)=O)NC(=O)C=1NC2=CC=C(C=C2C1)F N-((1R,2R)-2-ethyl-1-(((S)-3-oxo-1-((S)-2-oxopyrrolidin-3-yl)-4-(trifluoromethoxy)butan-2-yl)carbamoyl)-cyclopropyl)-5-fluoro-1H-indole-2-carboxamide